S1C2=C(OC3(C=N1)CC3)N=CC=C2 spiro[cyclopropane-1,4'-pyrido[2,3-b][1,4,5]oxathiazepin]